C1(CC1)C1=NNC(=N1)C1CC2(CN(C2)C(=O)N2CC3(C2)CC(C3)CC3=NC=CC(=N3)C(F)(F)F)C1 [6-(3-cyclopropyl-1H-1,2,4-triazol-5-yl)-2-azaspiro[3.3]heptan-2-yl]-[6-[[4-(trifluoromethyl)pyrimidin-2-yl]methyl]-2-azaspiro[3.3]heptan-2-yl]methanone